2-(3-((S)-(4-methyl-4H-1,2,4-triazol-3-yl)((1s,3R)-3-methylcyclobutyl)methyl)phenyl)-6-(((1-methylcyclobutyl)amino)methyl)-4-(trifluoromethyl)isoindolin-1-one CN1C(=NN=C1)[C@H](C=1C=C(C=CC1)N1C(C2=CC(=CC(=C2C1)C(F)(F)F)CNC1(CCC1)C)=O)C1CC(C1)C